[Cl-].C(=CC1=CC=CC=C1)N1CN(C=C1)CCCC 1-styryl-3-butylimidazole chloride salt